(2S,3S)-N,2-Dimethylpyrrolidin-3-amine dihydrochloride Cl.Cl.CN[C@@H]1[C@@H](NCC1)C